CN1CC2N(C(C1)C2)C=2C=CC=1C3(C4=CC=C(C=C4OC1C2)N2C1CN(CC2C1)C)OC(C1=CC=C(C=C13)C(=O)OC)=O methyl 3',6'-bis(3-methyl-3,6-diazabicyclo[3.1.1]heptan-6-yl)-3-oxo-3H-spiro[isobenzofuran-1,9'-xanthene]-6-carboxylate